ClC1=NC(=CC(=C1)C1=CC(=CC(=C1)C(C)(C)C)C(C)(C)C)[2H] 2-chloro-4-(3,5-di-tert-butylphenyl)pyridine-6-d